N-(2-chloroethyl)-2-(2,3-dichloro-4-(2-methylenebutanoyl)phenoxy)acetamide ClCCNC(COC1=C(C(=C(C=C1)C(C(CC)=C)=O)Cl)Cl)=O